FC1=C(C=N[S@](=O)C(C)(C)C)C=C(C=C1)C (R)-N-(2-Fluoro-5-methylbenzylidene)-2-methylpropane-2-sulfinamide